N-(2-(2,4-Dimethoxybenzyl)-4-methyl-3-oxo-1-(o-tolyl)-2,3-dihydro-1H-pyrrolo[3,4-c]pyridin-7-yl)-3-fluoro-5-(trifluoromethyl)benzamide COC1=C(CN2C(C=3C(=NC=C(C3C2C2=C(C=CC=C2)C)NC(C2=CC(=CC(=C2)C(F)(F)F)F)=O)C)=O)C=CC(=C1)OC